CC=1NC=C(N1)C (D)-2,4-dimethylimidazole